[Cl-].[Rb+] The molecule is an inorganic chloride composed of rubidium and chloride ions in a 1:1 ratio. It has a role as an antidepressant and a biomarker. It is a rubidium molecular entity and an inorganic chloride.